C(C)OC(C(C#N)=C1CCN(CC1)CC1=CC=CC=C1)=O 2-(1-benzylpiperidin-4-ylidene)-2-cyanoacetic acid ethyl ester